C(C)(=O)OC1=CC(=CC2=C(C=CC=C12)OCC1=CC=CC=C1)C(=O)OCC ethyl 4-acetoxy-8-(benzyloxy)-2-naphthoate